NC1=NC(=CC(=N1)C=1C=C(C#N)C=CC1)C=1N=NN(C1)CC1=NC(=CC=C1)C1(CCCC1)O m-[2-amino-6-(1-{[6-(1-hydroxycyclopentyl)-2-pyridinyl]methyl}-1H-1,2,3-triazol-4-yl)-4-pyrimidinyl]benzonitrile